ClC1=C(N(C(C2=C(C=CC=C12)C=C)=O)C1=CC=CC=C1)[C@H](C)NC=1C2=C(N=CN1)NC=CC2=O (S)-4-((1-(4-chloro-1-oxo-2-phenyl-8-vinyl-1,2-dihydroisoquinolin-3-yl)ethyl)amino)pyrido[2,3-d]pyrimidin-5(8H)-one